OC[C@H]1O[C@@]2([C@@H]([C@H]([C@H]1O)N1N=NC(=C1)C1=CC(=C(C(=C1)F)F)F)O)CN(CCC2)C=2SC=CC2 (2R,3R,4S,5R,6R)-2-(hydroxymethyl)-8-(thiophen-2-yl)-4-(4-(3,4,5-trifluorophenyl)-1H-1,2,3-triazol-1-yl)-1-oxa-8-azaspiro[5.5]undecane-3,5-diol